NC(CCC1=C(OC2=C(C(=O)NC3=CC(=NC=C3)OC)C=CC(=C2)C(F)(F)F)C=CC(=C1)F)=O 2-(2-(3-amino-3-oxopropyl)-4-fluorophenoxy)-N-(2-methoxypyridin-4-yl)-4-(trifluoromethyl)benzamide